benzyl ((3R)-1-(2-(6-(amino(cyclopropyl)methyl)-1-(cyclopropylmethyl)-1H-pyrrolo[2,3-b]pyridin-2-yl)-5-methoxy-3-methylimidazo[1,2-a]pyridine-7-carbonyl)piperidin-3-yl)carbamate NC(C1=CC=C2C(=N1)N(C(=C2)C=2N=C1N(C(=CC(=C1)C(=O)N1C[C@@H](CCC1)NC(OCC1=CC=CC=C1)=O)OC)C2C)CC2CC2)C2CC2